C1CNCCNCCCN(CCNC1)CC2=CC=C(C=C2)CNCC3=CC=CC=C3 N-[1,4,8,11-tetraazacyclotetradecanyl-1,4-phenylenebis(methylene)]-benzylamine